ClC1=C(C=CC=C1)C1=CC2=C(N=C(N=C2)NC=2C=NC(=CC2)C)N2C1=NCC2 6-(2-chlorophenyl)-N-(6-methylpyridin-3-yl)-8,9-dihydroimidazo[1',2':1,6]pyrido[2,3-d]pyrimidin-2-amine